[S]-4-tert-butyl-2-(2-diphenylphosphanyl-phenyl)-4,5-dihydro-oxazole C(C)(C)(C)[C@@H]1N=C(OC1)C1=C(C=CC=C1)P(C1=CC=CC=C1)C1=CC=CC=C1